C(=O)[O-].C(=O)[O-].[Fe+2] ferrous diformate